1,1-bis(2-methyl-4-hydroxy-5-tert-butylphenyl)-2-methylpropane CC1=C(C=C(C(=C1)O)C(C)(C)C)C(C(C)C)C1=C(C=C(C(=C1)C(C)(C)C)O)C